N-(1-cyanocyclopropyl)-4-(5-(difluoromethyl)-1,3,4-thiadiazol-2-yl)-2-methyl-8-(4-methylpiperazin-1-yl)quinazoline-6-sulfonamide C(#N)C1(CC1)NS(=O)(=O)C=1C=C2C(=NC(=NC2=C(C1)N1CCN(CC1)C)C)C=1SC(=NN1)C(F)F